BrC(C(=O)N)C 2-bromo-propanamide